4-(3-fluoro-benzyl)piperazinamid FC=1C=C(CN2CCN(CC2)C(=O)N)C=CC1